tert-butyl (1-methyl-6-oxo-1,6-dihydropyridazin-3-yl)carbamate CN1N=C(C=CC1=O)NC(OC(C)(C)C)=O